ClC1=CC=C(C=C1)C1=NCC=2N(C3=C1C(=C(S3)C#CC3=CC=C(C=N3)CCCCOC3=C1C(N(C(C1=CC=C3)=O)C3C(NC(CC3)=O)=O)=O)C)C(=NN2)C 4-(4-(6-((4-(4-chlorophenyl)-3,9-dimethyl-6H-thieno[3,2-f][1,2,4]triazolo[4,3-a][1,4]diazepin-2-yl)ethynyl)pyridin-3-yl)butoxy)-2-(2,6-dioxopiperidin-3-yl)isoindoline-1,3-dione